CS(=O)(=O)C1=CC=C(CN2CCN(CC2)CCCC(CCCCB(O)O)C(=O)OCCN2CCOCC2)C=C1 4-(4-(methylsulfonyl)benzyl)piperazin-1-yl-5-((2-morpholinoethoxy)carbonyl)octylboronic acid